6-(5-((4-(trifluoromethyl)phenyl)amino)-1,2,3,4-tetrahydroisoquinoline-2-carbonyl)pyridin FC(C1=CC=C(C=C1)NC1=C2CCN(CC2=CC=C1)C(=O)C1=CC=CC=N1)(F)F